C(=CC)[Si](OC)(OC)CCCCCC propenylhexyldimethoxysilane